2,6-dinitroterephthalic acid hydrochloride Cl.[N+](=O)([O-])C1=C(C(=O)O)C(=CC(=C1)C(=O)O)[N+](=O)[O-]